CNC(C1=CC(=CC=C1)CN1C(C2=CC=C(C=C2C=C1)C=1C=NNC1)=O)=O N-methyl-3-((1-oxo-6-(1H-pyrazol-4-yl)isoquinolin-2(1H)-yl)methyl)benzamide